C1=C(C=CC2=CC=CC=C12)CC#N 2-NAPHTHYL-ACETONITRILE